5-Methyl-isoxazole-4-carboxylic acid [5-(7-fluoro-1-methyl-2-oxo-1,2,3,4-tetrahydro-quinolin-6-yl)-4-methyl-pyridin-3-ylmethyl]-amide FC1=C(C=C2CCC(N(C2=C1)C)=O)C=1C(=C(C=NC1)CNC(=O)C=1C=NOC1C)C